C(C)(C)(C)OC(=O)N1[C@@H]2[C@H](N(C[C@H]1CC2)C=2C1=C(N=C(N2)SCC)C(=C(N=C1Br)Cl)F)CCO (1S,2R,5R)-3-(5-bromo-7-chloro-2-(ethylsulfanyl)-8-fluoropyrido[4,3-d]pyrimidin-4-yl)-2-(2-hydroxyethyl)-3,8-diazabicyclo[3.2.1]octane-8-carboxylic acid tert-butyl ester